COC(CNC(NC1=NC(=C(C(=C1Cl)N)F)C1=C(C(=C(C=C1)Cl)OC)F)=O)=O (4-amino-3-chloro-6-(4-chloro-2-fluoro-3-methoxyphenyl)-5-fluoropyridylcarbamoyl)glycine methyl ester